(2S,3R)-3-hydroxy-2-(6-isobutyryl-1-oxo-2,6-diazaspiro[3.5]nonan-2-yl)butanamide O[C@@H]([C@@H](C(=O)N)N1C(C2(C1)CN(CCC2)C(C(C)C)=O)=O)C